5-fluoro-4-[3-methyl-5-oxo-4-(prop-2-yl)-4,5-dihydro-1H-1,2,4-triazol-1-yl]-2-{[(2S)-1,1,1-trifluoroprop-2-yl]oxy}benzoic acid FC=1C(=CC(=C(C(=O)O)C1)O[C@H](C(F)(F)F)C)N1N=C(N(C1=O)C(C)C)C